3-(3-(4-(3,4-difluorobenzyl)piperazin-1-yl)propyl)-1(3H)-isobenzofuranone FC=1C=C(CN2CCN(CC2)CCCC2OC(C3=CC=CC=C23)=O)C=CC1F